O6-monoacetylmorphine-d3 C(C)(=O)O[C@@]1([C@]2([C@]34C=5C(=C(C=CC5C[C@H]([C@@H]3C=C1[2H])N(C)CC4)O)O2)[2H])[2H]